C(C)[N+](CCO)(CCO)CCO N-ethyl-N,N,N-tris(2-hydroxyethyl)ammonium